ClCCCN1CCN(CC1)C1=CC=C(C=C1)F 4-(3-chloropropyl)-1-(4-fluorobenzeneyl)piperazine